1-(2,6-dichlorophenylamino)benzaldehyde ClC1=C(C(=CC=C1)Cl)NC1(C=O)CC=CC=C1